4-bromo-2-(bromomethyl)-6-chlorobenzoic acid methyl ester COC(C1=C(C=C(C=C1Cl)Br)CBr)=O